C(C1=CC=CC=C1)OC(=O)NC1CC2C(C2C1)C(=O)OCC Ethyl 3-(benzyloxycarbonylamino)bicyclo[3.1.0]hexane-6-carboxylate